N1(CCCC1)C1=NC(=NC=C1)N1CCC2=C(CC1)C(C1=CC=CC=C1C2=O)=O 3-(4-(pyrrolidin-1-yl)pyrimidin-2-yl)-2,3,4,5-tetrahydro-1H-naphtho[2,3-d]azepine-6,11-dione